1-benzyl 2-methyl (2R,3S,4R)-3,4-dihydroxypyrrolidine-1,2-dicarboxylate O[C@H]1[C@@H](N(C[C@H]1O)C(=O)OCC1=CC=CC=C1)C(=O)OC